6-hydroxy-2-(2-pyridyl)-5-(trifluoromethyl)-4(3H)-pyrimidone OC1=C(C(NC(=N1)C1=NC=CC=C1)=O)C(F)(F)F